C(C)(=O)NC1=CC=C(C=C1)C1=NOC(C1)C(=O)OCC ethyl 3-(4-acetamidophenyl)-4,5-dihydro-1,2-oxazole-5-carboxylate